OCCS(=O)(=O)CC(CCCC(C([2H])([2H])[2H])(C(=O)NNC)C=1C=C(C=CC1)CCC(=O)OCC)(C([2H])([2H])[2H])C([2H])([2H])[2H] ethyl 3-(3-(6-(((2-hydroxyethyl)sulfonyl)methyl)-6-(methyl-d3)-2-(2-methylhydrazine-1-carbonyl)-heptan-2-yl-1,1,1,7,7,7-d6)phenyl)propanoate